C[C@@H]1[NH2+]C[C@H]([NH2+]C1)C trans-2,5-dimethylpiperazine-1,4-diium